C12=CC=CC3=CC4=CC=CC=C4C(=C13)C(NC2=O)=O anthracene-1,9-dicarboximide